COC1=C(C=CC=C1)[C@H]1[C@@H](C1)CNCC[C@@H]1CC[C@H](CC1)NS(=O)(=O)C1=CC=CC=C1 N-(4-(2-(((2-(2-methoxyphenyl)trans-cyclopropyl)methyl)amino)ethyl)trans-cyclohexyl)benzenesulfonamide